rac-(2r,3s,4s,5r)-4-[[3-(3,4-difluoro-2-methoxy-phenyl)-4-methyl-5-(trifluoromethyl)tetrahydrofuran-2-carbonyl]amino]pyridine-2-carboxylic acid methyl ester COC(=O)C1=NC=CC(=C1)NC(=O)[C@@H]1O[C@H]([C@H]([C@H]1C1=C(C(=C(C=C1)F)F)OC)C)C(F)(F)F |r|